(2S)-6-{5-[(3aS,4S,6aR)-2-oxo-hexahydro-1H-thieno[3,4-d]imidazol-4-yl]pentanamido}-2-aminohexanoic acid O=C1N[C@H]2[C@@H](N1)CS[C@H]2CCCCC(=O)NCCCC[C@@H](C(=O)O)N